C[Si](C)(C)S[Si](C)(C)C bis(trimethyl-silyl) sulfide